5-(1-cyano-1-methyl-ethyl)-3-[(R)-ethylsulfinyl]pyridine-2-carboxamide C(#N)C(C)(C)C=1C=C(C(=NC1)C(=O)N)[S@](=O)CC